6-((Methyl(3-methylbenzyl)amino)methyl)-N4-p-tolylpyrimidine-2,4-diamine CN(CC1=CC(=CC=C1)C)CC1=CC(=NC(=N1)N)NC1=CC=C(C=C1)C